FC=1C=C2C(CNCC2=CC1)CNC 1-(6-Fluoro-1,2,3,4-tetrahydroisoquinolin-4-yl)-N-methyl-methylamine